3-phenyl-4-(4-aminosulfonyl-benzyl)-5-methylisoxazole C1(=CC=CC=C1)C1=NOC(=C1CC1=CC=C(C=C1)S(=O)(=O)N)C